(4-[(2-METHYLPROP-2-EN-1-YL)OXY]PHENYL)BORANEDIOL CC(COC1=CC=C(C=C1)B(O)O)=C